4-Cyclopropyl-N-((S)-(7-(((S*)-5,5-difluoro-2-oxopiperidin-3-yl)methyl)imidazo[1,2-b]pyridazin-2-yl)(4,4-difluorocyclohexyl)methyl)-1,2,5-oxadiazole-3-carboxamide C1(CC1)C=1C(=NON1)C(=O)N[C@@H](C1CCC(CC1)(F)F)C=1N=C2N(N=CC(=C2)C[C@@H]2C(NCC(C2)(F)F)=O)C1 |o1:29|